dimethyl-nonanamide CC(C(=O)N)(CCCCCCC)C